[Cl-].C(C=C)[N+](CCCCCCCCCCCCCCCCCCCC)(CCCCCCCCCCCCCCCCCCCC)CC=C diallyldiicosylammonium chloride